C(C(=C)C)(=O)OC1CCC(CC1)OC(C(=C)C)=O 1,4-cyclohexanediol dimethacrylate